trans-6-[1-[1-(3-aminocyclobutyl)-4-piperidinyl]-5-methyl-pyrazol-4-yl]-4-methoxy-pyrazolo[1,5-a]pyridine-3-carbonitrile N[C@@H]1C[C@H](C1)N1CCC(CC1)N1N=CC(=C1C)C=1C=C(C=2N(C1)N=CC2C#N)OC